1-octadecenyl-sn-glycerol C(=CCCCCCCCCCCCCCCCC)OC[C@@H](O)CO